N(=C=O)C1(C)CC(=CC=C1)N=C=O 1,3-diisocyanatotoluene